FC=1C=C(C(=O)NC=2SC=C(N2)C2=CC=CC=C2)C=C(C1O)C=O 3-fluoro-5-formyl-4-hydroxy-N-(4-phenylthiazol-2-yl)benzamide